3-[3-bromo-4-(1H-pyrazol-4-yloxy)phenyl]-1-[5-(trifluoromethyl)-3-pyridinyl]-2,4-imidazolidinedione BrC=1C=C(C=CC1OC=1C=NNC1)N1C(N(CC1=O)C=1C=NC=C(C1)C(F)(F)F)=O